C(C)(=O)[O-].C(C)(=O)[O-].C(C1=CC=CC=C1)[NH-] benzylamide diacetate